FC=1C=C(CNC2=CC=C(C=C2)C2=CN=C(N2)C)C=CC1 N-(3-fluorobenzyl)-4-(2-methyl-1H-imidazol-5-yl)aniline